COC=1C=C(C=CC1OC)C1=CC=NC=2N1N=C(C2)C(=O)NC2=CC=C(C(=O)OCCN1CCOCC1)C=C2 2-morpholinoethyl 4-(7-(3,4-dimethoxyphenyl)pyrazolo[1,5-a]pyrimidine-2-carboxamido)benzoate